C(C)N(C=1C=C2OC3=CC(C4=C(C3=NC2=CC1)C=CC=N4)=O)CC 9-(diethylamino)-5H-pyrido[3,2-a]phenoxazin-5-one